4-[[2-fluoro-3-methoxy-propyl]-[4-(5,6,7,8-tetrahydro-1,8-naphthyridin-2-yl)butyl]amino]-2-[(1-methylindazole-5-carbonyl)amino]butanoic acid FC(CN(CCC(C(=O)O)NC(=O)C=1C=C2C=NN(C2=CC1)C)CCCCC1=NC=2NCCCC2C=C1)COC